N1(N=CC=C1)C[C@H]1N(C[C@@H](C1)N)C(=O)OC(C)(C)C tert-butyl (2S,4R)-2-((1H-pyrazol-1-yl)methyl)-4-aminopyrrolidine-1-carboxylate